FC=1C=C(C=CC1)C(NC(CCCC)=O)C1=CC(=C2C=CC=NC2=C1O)[N+](=O)[O-] N-[(3-fluorophenyl)(8-hydroxy-5-nitroquinolin-7-yl)methyl]pentanamide